[C@H](C)(CC)[C@@H]1N=C(C2=C(NC1=O)C=CC(=C2)Cl)C(C)C (S)-3-((S)-sec-butyl)-7-chloro-5-isopropyl-1,3-dihydro-2H-benzo[e][1,4]diazepin-2-one